C1(CC1)C(=O)N1CCC2=NC(=CC=C21)C2(CCC2)C(=O)NC2=CC=C(C=C2)F 1-(cyclopropanecarbonyl-2,3-dihydro-1H-pyrrolo[3,2-b]pyridin-5-yl)-N-(4-fluorophenyl)cyclobutane-1-carboxamide